CCCCC/C=C\\C/C=C\\C/C=C\\C/C=C\\C/C=C\\CCCCC(=O)O The molecule is a very long-chain omega-6 fatty acid that is tetracosanoic acid having five double bonds located at positions 6, 9, 12, 15 and 18 (the 6Z,9Z,12Z,15Z,18Z-isomer). It is an omega-6 fatty acid and a tetracosapentaenoic acid. It is a conjugate acid of a (6Z,9Z,12Z,15Z,18Z)-tetracosapentaenoate.